3-(3-amino-4-hydroxyphenoxy)-2,2-dimethylpropanenitrile NC=1C=C(OCC(C#N)(C)C)C=CC1O